[Pd+2].CC(=O)C.CC(=O)C Bis(acetone) palladium (II)